C(C)O[C@H]([C@]1(CN(CC1)C(C)(C)C=1C=CC(=NC1)C)CCC=1SC(=CC1)F)F |o1:4| 5-(2-((R or S)-3-((S)-ethoxy-fluoromethyl)-3-(2-(5-fluorothiophen-2-yl)ethyl)pyrrolidin-1-yl)propan-2-yl)-2-methylpyridine